FC(C1=C(CN2C(C3=NN(C(=C3C2)C2=CC(=C(C=C2F)NC(=O)N)Cl)C2=C(C=CC=C2CC)CC)(C)C)C=CC(=C1)C(F)(F)F)(F)F 1-(4-(5-(2,4-bis(trifluoromethyl)benzyl)-2-(2,6-diethylphenyl)-6,6-dimethyl-2,4,5,6-tetrahydropyrrolo[3,4-c]pyrazol-3-yl)-2-chloro-5-fluorophenyl)urea